(S)-3-amino-1-N-Boc-piperidine N[C@@H]1CN(CCC1)C(=O)OC(C)(C)C